NC=1C2=C(N=CN1)N(C(=C2C2=CC=C(C=C2)N(C2=NC=CC=N2)C)C2=CC=C(C=C2)NC(C(=C)C)=O)C N-(4-(4-amino-7-methyl-5-(4-(methyl-(pyrimidin-2-yl)amino)phenyl)-7H-pyrrolo[2,3-d]pyrimidin-6-yl)phenyl)methacrylamide